tert-butyl 1'-(2-chloropyrimidin-4-yl)-5'-methyl-1',2'-dihydrospiro[pyrrolidine-3,3'-pyrrolo[3,2-b]pyridine]-1-carboxylate ClC1=NC=CC(=N1)N1CC2(C3=NC(=CC=C31)C)CN(CC2)C(=O)OC(C)(C)C